NC1=C(C(=NN1C(C)C)C1=NC=C(C=C1)CC(=O)NC1=CC(=NO1)C1=C(C=C(C=C1)F)Cl)C(=O)N 5-Amino-3-[5-[2-[[3-(2-chloro-4-fluoro-phenyl)isoxazol-5-yl]amino]-2-oxo-ethyl]-2-pyridyl]-1-isopropyl-pyrazole-4-carboxamide